ClC1=CC(=C(C=C1)NC(N)=O)N1CCC(CC1)C 3-[4-chloro-2-(4-methyl-piperidin-1-yl)phenyl]-urea